Benzyl N-[4-(3-{6-[2-(2,6-dioxo-1-{[2-(trimethylsilyl)ethoxy]methyl}piperidin-3-yl)-1-oxo-3H-isoindol-5-yl]-2,6-diazabicyclo[3.2.0]heptan-2-yl}benzenesulfonyl)-2-fluorophenyl]carbamate O=C1N(C(CCC1N1C(C2=CC=C(C=C2C1)N1C2CCN(C2C1)C=1C=C(C=CC1)S(=O)(=O)C1=CC(=C(C=C1)NC(OCC1=CC=CC=C1)=O)F)=O)=O)COCC[Si](C)(C)C